azidovaleramide N(=[N+]=[N-])C(C(=O)N)CCC